3-(Butylamino)-8-(4-isopropylpiperazin-1-yl)-5-(4-oxocyclohexyl)pyrimido[4,5-c]isoquinolin-6(5H)-one C(CCC)NC=1N=CC2=C(N(C(C=3C=C(C=CC23)N2CCN(CC2)C(C)C)=O)C2CCC(CC2)=O)N1